N1(CCCC1)C(C)C1=CC=C(C=C1)C1=CC(=C2C(=N1)C=CS2)NCCCN2CCCC2 5-(4-(1-(pyrrolidin-1-yl)ethyl)phenyl)-N-(3-(pyrrolidin-1-yl)propyl)thieno[3,2-b]pyridin-7-amine